BrC1=CC=C2C=3C(C4=C(C(C3NC2=C1)(C)C)C=C(C(=C4)CC)N4CCC(CC4)N4CCCC4)=O 3-bromo-9-ethyl-6,6-dimethyl-8-(4-(pyrrolidin-1-yl)piperidin-1-yl)-5,6-dihydro-11H-benzo[b]carbazol-11-one